COC1=CC=C(C=C1)C1CC(=NN1S(=O)(=O)C1=CC=C(C=C1)[N+](=O)[O-])C1=CC=C(C=C1)C 5-(4-methoxyphenyl)-1-((4-nitrophenyl)sulfonyl)-3-(p-tolyl)-4,5-dihydro-1H-pyrazole